ClC1=NN(C=C1C(=O)N)C1=CC(=NC=C1)CC1=CC(=CC(=C1)C(F)(F)F)F 3-Chloro-1-(2-(3-fluoro-5-(trifluoromethyl)benzyl)pyridin-4-yl)-1H-pyrazol-4-carboxamid